C(C)OCOC=1C=C(C#N)C=CC1C1=NN=C(C2=CC=CC=C12)N[C@H]1CN(CCC1)CC(C)(C)O (R)-3-(ethoxymethoxy)-4-(4-((1-(2-hydroxy-2-methylpropyl)piperidin-3-yl)amino)phthalazine-1-yl)benzonitrile